(2S,4R)-1-[2-(1H-1,2,3-benzotriazol-1-yl)acetyl]-4-fluoro-N-[(S)-phenyl[4-(propan-2-yl)phenyl]methyl]pyrrolidine-2-carboxamide N1(N=NC2=C1C=CC=C2)CC(=O)N2[C@@H](C[C@H](C2)F)C(=O)N[C@H](C2=CC=C(C=C2)C(C)C)C2=CC=CC=C2